N1(CNC2=C1C=CC=C2)C(=O)OC(C)(C)C tert-butyl 2,3-dihydro-1H-benzo[d]imidazole-1-carboxylate